D-3,4-dihydroxy-alpha-(hydroxymethyl)phenylacetic acid OC=1C=C(C=CC1O)C(C(=O)O)CO